tert-butyl 1-[4-benzyloxy-1-[2-(2-ethoxy-2-oxo-ethoxy)-4-fluoro-phenyl]pyrazolo[3,4-d]pyrimidin-6-yl]-1,7-diazaspiro[4.4]nonane-7-carboxylate C(C1=CC=CC=C1)OC1=C2C(=NC(=N1)N1CCCC13CN(CC3)C(=O)OC(C)(C)C)N(N=C2)C2=C(C=C(C=C2)F)OCC(=O)OCC